(R)-1-(4-chloro-2-(5,6-dihydro-2H-pyran-3-yl)phenyl)-2,2,2-trifluoroethane-1-ol ClC1=CC(=C(C=C1)[C@H](C(F)(F)F)O)C=1COCCC1